Cl.BrC1=C(N)C(=CC(=C1)Br)CCl 2,4-dibromo-6-(chloromethyl)-aniline hydrochloride